1,2-benzisothiazoline-3-one potassium salt [K].S1NC(C2=C1C=CC=C2)=O